cyanic bromide N#CBr